6-bromo-5-fluoro-4-oxoquinazolin-3(4H)-yl-2-phenylacetate BrC=1C(=C2C(N(C=NC2=CC1)C(C(=O)[O-])C1=CC=CC=C1)=O)F